C1(CC2C(CC1)O2)COC(=O)C2=CC1C(CC2)O1 3,4-Epoxycyclohexylmethyl-3,4-epoxycyclohexencarboxylat